tert-butyl 6-(methylamino)-2-azabicyclo[2.2.2]octane-2-carboxylate CNC1CC2CN(C1CC2)C(=O)OC(C)(C)C